tert-butyl ((1r,4r)-4-(5-(6-cyano-1-(naphthalen-1-ylmethyl)-1H-indol-2-yl)-1,3,4-thiadiazole-2-carbonyl)cyclohexyl)carbamate C(#N)C1=CC=C2C=C(N(C2=C1)CC1=CC=CC2=CC=CC=C12)C1=NN=C(S1)C(=O)C1CCC(CC1)NC(OC(C)(C)C)=O